{4,6-DIAMINO-2-[5-FLUORO-1-(2-FLUOROBENZYL)-1H-PYRAZOLO[3,4-B]PYRIDIN-3-YL]PYRIMIDIN-5-YL}CARBAMATE NC1=NC(=NC(=C1NC([O-])=O)N)C1=NN(C2=NC=C(C=C21)F)CC2=C(C=CC=C2)F